3,5-dichloro-4-((1,4-dimethyl-6-(trifluoromethyl)-1H-indol-2-yl)methyl)-2-oxopyridin ClC=1C(NC=C(C1CC=1N(C2=CC(=CC(=C2C1)C)C(F)(F)F)C)Cl)=O